5-amino-2-[(5-fluoro-6-hydroxy-2-pyridyl)methyl]-8-[2-(hydroxymethyl)-6-methyl-4-pyridyl]-7-phenyl-[1,2,4]triazolo[4,3-c]pyrimidin-3-one NC1=NC(=C(C=2N1C(N(N2)CC2=NC(=C(C=C2)F)O)=O)C2=CC(=NC(=C2)C)CO)C2=CC=CC=C2